CC(C)[Si](OC1=CC=C(C=C1)CC(=O)Cl)(C(C)C)C(C)C 2-(4-{[Tris(prop-2-yl)silyl]oxy}phenyl)acetyl chloride